4-(Triethoxysilylmethyl)tetrahydro-1,4-thiazin C(C)O[Si](OCC)(OCC)CN1CCSCC1